4-{3-(4-chlorophenyl)-1-[2-(4-morpholinyl)ethyl]ureido}-3-methyl-N-(1,3,4-thiadiazol-2-yl)benzamide ClC1=CC=C(C=C1)NC(N(CCN1CCOCC1)C1=C(C=C(C(=O)NC=2SC=NN2)C=C1)C)=O